(R)-1-METHOXY-N,N-BIS(4-METHOXYBENZYL)HEPT-6-ENE-3-SULFONAMIDE COCC[C@@H](CCC=C)S(=O)(=O)N(CC1=CC=C(C=C1)OC)CC1=CC=C(C=C1)OC